C(C)(C)(C)OC(=O)N1COC([C@H]1COCC1=CC=CC=C1)=O (R)-4-((benzyloxy)methyl)-5-oxooxazolidine-3-carboxylic acid tert-butyl ester